(2-ethylhexyl)methyloxetane C(C)C(CC1(OCC1)C)CCCC